CC=1C=CC(=C2C=CC=NC12)B(O)O 8-METHYL-5-QUINOLINYLBORONIC ACID